OC=1C=C(C2=CC=CC=C2C1N=NC1=C(C=CC(=C1)C)O)S(=O)(=O)[O-].[NH4+].C(C)O.C(C)O.C(C)O triethanol ammonium 3-hydroxy-4-(2-hydroxy-5-methylphenylazo)naphthalene-1-sulfonate